1,1,3,3-Tetramethoxypropane COC(CC(OC)OC)OC